2-[[3-(azetidin-3-yl)-1-bicyclo[1.1.1]pentanyl]methyl]-5-cyclopropyl-1,3,4-oxadiazole N1CC(C1)C12CC(C1)(C2)CC=2OC(=NN2)C2CC2